Butyl ((2-((5-((4,4-difluorocyclohexyl)amino)pentyl)oxy)-4-methylphenyl)sulfonyl)-L-prolinate FC1(CCC(CC1)NCCCCCOC1=C(C=CC(=C1)C)S(=O)(=O)N1[C@@H](CCC1)C(=O)OCCCC)F